(S)- and (R)-N-(5-(2-(1H-pyrazol-1-yl)ethoxy)pyridin-2-yl)-2-((4-chlorophenethyl)amino)-2-phenylacetamide N1(N=CC=C1)CCOC=1C=CC(=NC1)NC([C@H](C1=CC=CC=C1)NCCC1=CC=C(C=C1)Cl)=O |r|